nonyl 3-((4-(hexadecylamino)-4-iminobutyl)thio)propanoate C(CCCCCCCCCCCCCCC)NC(CCCSCCC(=O)OCCCCCCCCC)=N